NC1=NC=C(C#N)C(=C1)N1CC2(CCCO2)CC1 6-amino-4-(1-oxa-7-azaspiro[4.4]nonan-7-yl)nicotinonitrile